8-[4-(2-Ethoxy-ethoxy)-piperidine-1-yl]-9-ethyl-6,6-dimethyl-11-oxo-6,11-dihydro-5H-benzo[b]carbazole-3-carbonitrile C(C)OCCOC1CCN(CC1)C=1C(=CC2=C(C(C=3NC4=CC(=CC=C4C3C2=O)C#N)(C)C)C1)CC